FC=1C(=C2C=CC=NC2=CC1)N[C@H]1CN(CC1)C(=O)OC(C)(C)C tert-butyl (R)-3-((6-fluoroquinolin-5-yl)amino)pyrrolidine-1-carboxylate